[Si](C1=CC=CC=C1)(C1=CC=CC=C1)(C(C)(C)C)OC[C@H]1[C@@H](N([C@H](C1)COC(C1=CC=CC=C1)(C1=CC=CC=C1)C1=CC=CC=C1)C(=O)OC(C)(C)C)C#C tert-butyl (2R,3R,5R)-3-(((tert-butyldiphenylsilyl)oxy)methyl)-2-ethynyl-5-((trityloxy)methyl)pyrrolidine-1-carboxylate